6-((1-(2-((tert-butyldimethylsilyl)oxy)ethyl)-1H-pyrazol-4-yl)thio)phthalazin-1(2H)-one [Si](C)(C)(C(C)(C)C)OCCN1N=CC(=C1)SC=1C=C2C=NNC(C2=CC1)=O